Dioctyladipat C(CCCCCCC)OC(CCCCC(=O)OCCCCCCCC)=O